isopentenealdehyde C(C=C(C)C)=O